ClC=1C=CC(=C(C(=O)NC2CCN(CC2)C(=O)OC(C)(C)C)C1)O tert-Butyl 4-(5-chloro-2-hydroxybenzamido)piperidine-1-carboxylate